C(CCCCCCCCCCCCCC=CCC=CCC=CCC=CCCCCC)(=O)O 15,18,21,24-triacontanetetraenoic acid